FC=1C=C(CC=2NC(=NN2)C(=O)OCC)C=CC1F Ethyl 5-(3,4-difluorobenzyl)-4H-1,2,4-triazol-3-carboxylate